C1(=CC=CC=C1)P(C1=C(C=CC=C1)P(C1=CC=CC=C1)C1=CC=CC=C1)C1=CC=CC=C1 ls-1,2-bis(diphenylphosphino)benzene